C(C1=CC=CC=C1)SC=1C=C(C=CC1)C1C(N(CC2=C(C=C(C=C12)C)C)C)[2H] 4-(3-(benzylthio)phenyl)-2,6,8-trimethyl-1,2,3,4-tetrahydroisoquinoline-3-d